3-(1-((tert-butoxycarbonyl)-L-methionyl)pyrrolidin-2-yl)-2,2-diphenylpropanoic acid C(C)(C)(C)OC(=O)N[C@@H](CCSC)C(=O)N1C(CCC1)CC(C(=O)O)(C1=CC=CC=C1)C1=CC=CC=C1